ClC1=CC=C(S1)CNC1=CC(=NN1C(=O)C=1N=CSC1)C1CN(C1)C(=O)N1CCOCC1 N-[(5-Chlorothiophen-2-yl)methyl]-3-[1-(morpholin-4-carbonyl)azetidin-3-yl]-1-(1,3-thiazol-4-carbonyl)-1H-pyrazol-5-amin